C(#N)C1=NC2=CC(=CC(=C2N=C1NCC1C(C1)(F)F)[C@@H](C)NC1=C(C(=O)O)C=CC=C1)C 2-(((1R)-1-(2-cyano-3-(((2,2-difluorocyclopropyl)methyl)amino)-7-methylquinoxalin-5-yl)ethyl)amino)benzoic acid